ClC1=C(NC(CN2C3=C(C(C(=C2CC)N2CCN(CC2)C(=O)OC(C)(C)C)=O)N=C(O3)C3=CC(=NC=C3)OC)=O)C=CC(=C1)C(F)(F)F tert-butyl 4-[4-[2-[2-chloro-4-(trifluoromethyl)anilino]-2-oxo-ethyl]-5-ethyl-2-(2-methoxy-4-pyridyl)-7-oxo-oxazolo[5,4-b]pyridin-6-yl]piperazine-1-carboxylate